tert-butyl 4-[4-[3-[3-[[ethyl(methyl)sulfamoyl] amino]-2,6-difluoro-benzoyl]-1-trityl-pyrrolo[2,3-b]pyridin-5-yl]-2,5-difluoro-phenyl]piperazine-1-carboxylate C(C)N(S(=O)(=O)NC=1C(=C(C(=O)C2=CN(C3=NC=C(C=C32)C3=CC(=C(C=C3F)N3CCN(CC3)C(=O)OC(C)(C)C)F)C(C3=CC=CC=C3)(C3=CC=CC=C3)C3=CC=CC=C3)C(=CC1)F)F)C